ClC=1C=CC(=C(C(=O)N)C1)S(N[C@@H]([C@H](C([2H])([2H])[2H])C1=C(C(=CC=C1F)C)C)C1=NNC(O1)=O)(=O)=O 5-chloro-2-[[(1S,2R)-3,3,3-trideutero-2-(6-fluoro-2,3-dimethylphenyl)-1-(2-oxo-3H-1,3,4-oxadiazol-5-yl)propyl]sulfamoyl]benzamide